(4-(((3R,4R)-1-(2-cyanoacetyl)-4-methylpiperidin-3-yl)(methyl)amino)-7H-pyrrolo[2,3-d]pyrimidin-7-yl)methyl 2-(3-benzoylphenyl)propionate C(C1=CC=CC=C1)(=O)C=1C=C(C=CC1)C(C(=O)OCN1C=CC2=C1N=CN=C2N(C)[C@H]2CN(CC[C@H]2C)C(CC#N)=O)C